OCCOCCOCCOCCNC(OC(C)(C)C)=O tert-butyl (2-(2-(2-(2-hydroxyethoxy)ethoxy)-ethoxy)ethyl)carbamate